(4-(1-(2-ethoxy-2-oxoacetamido)-3,3-difluorocyclobutyl)-5-iodo-1H-1,2,3-triazol-1-yl)methyl pivalate C(C(C)(C)C)(=O)OCN1N=NC(=C1I)C1(CC(C1)(F)F)NC(C(=O)OCC)=O